1-(5-(2-(7-methyloctyl)phenyl)pentyl)cyclopropane CC(CCCCCCC1=C(C=CC=C1)CCCCCC1CC1)C